(R)-6-fluoro-1-(4-fluoro-3-hydroxyphenyl)-4-oxo-7-(2-((pyridin-2-yloxy)methyl)pyrrolidin-1-yl)-1,4-dihydroquinoline-3-carboxylic acid FC=1C=C2C(C(=CN(C2=CC1N1[C@H](CCC1)COC1=NC=CC=C1)C1=CC(=C(C=C1)F)O)C(=O)O)=O